FC=1C=C2CCCOC2=CC1 (R)-6-fluoro-chromane